O=C1NC(CCC1N1C(C2=CC=C(C=C2C1=O)N1C[C@H](CC1)CN1CCC(CC1)C(=O)OC(C)(C)C)=O)=O tert-butyl 1-{[(3R)-1-[2-(2,6-dioxopiperidin-3-yl)-1,3-dioxoisoindol-5-yl]pyrrolidin-3-yl]methyl}piperidine-4-carboxylate